C1(=CC=C(C=C1)C1=CC(=NN1C1=CC=C(C=C1)S(=O)(=O)[Na])C(F)(F)F)C ((4-(5-(p-tolyl)-3-(trifluoromethyl)-1H-pyrazol-1-yl)phenyl)sulfonyl)sodium